CN1N=C(C(=C1)C)B1OC(C(O1)(C)C)(C)C 1,4-dimethyl-3-(4,4,5,5-tetramethyl-1,3,2-dioxaborolan-2-yl)-1H-pyrazole